((S)-2-(o-tolyl)piperidin-1-yl)benzamide C1(=C(C=CC=C1)[C@H]1N(CCCC1)C1=C(C(=O)N)C=CC=C1)C